C(C)(C)(C)OC(CN(S(=O)(=O)C)CCN)=O N-(2-aminoethyl)-N-(methylsulfonyl)glycine tert-butyl ester